C(C)(C)OC(=O)C=1C(=NC(=NC1)NC1=C(C=C(C(=C1)NC(C=C)=O)N1CC2(C1)CN(C2)C)OC)C2=CN(C1=CC=CC=C21)C 2-((5-acrylamido-2-methoxy-4-(6-methyl-2,6-diazaspiro[3.3]heptan-2-yl)phenyl)amino)-4-(1-methyl-1H-indol-3-yl)pyrimidine-5-carboxylic acid isopropyl ester